CC=1NC=C[N+]1C 2,3-dimethyl-imidazolium